FC(C1=CC=C(C=C1)C(C)OC1CN(C1)C(=O)OC(C)(C)C)(F)F tert-Butyl 3-[1-[4-(trifluoromethyl)phenyl]ethoxy]azetidine-1-carboxylate